NC1=NC=C(C=N1)C#CCN1C2=C(CCC(C1=O)C1=C(C=C(C=C1)C(F)(F)F)C(F)(F)F)C=C(C=C2)F 1-(3-(2-aminopyrimidin-5-yl)prop-2-ynyl)-3-(2,4-bis(trifluoromethyl)phenyl)-7-fluoro-4,5-dihydro-1H-benzo[b]azepin-2(3H)-one